OC1=C(C(=CC(=C1)C)C)C(\C=C\C1=CC=C(C=C1)OCCOC1=CC=C(C=C1)\C=C\C(=O)C1=C(C=C(C=C1C)C)O)=O (E)-1-(2-Hydroxy-4,6-dimethylphenyl)-3-[4-[2-[4-[(E)-3-(2-hydroxy-4,6-dimethylphenyl)-3-oxoprop-1-enyl]phenoxy]ethoxy]phenyl]prop-2-en-1-one